1-[5-[(3S)-Isoxazolidin-3-yl]-3-pyridyl]azetidin-2-one TFA salt Tert-butyl-(3S)-3-[5-(2-oxoazetidin-1-yl)-3-pyridyl]isoxazolidine-2-carboxylate C(C)(C)(C)OC(=O)N1OCC[C@H]1C=1C=NC=C(C1)N1C(CC1)=O.OC(=O)C(F)(F)F.O1N[C@@H](CC1)C=1C=C(C=NC1)N1C(CC1)=O